C(CCC)[P+](CCCC)(CCCC)CCCC.OCCOC(=O)C=1C=C(C=C(C1)C(=O)OCCO)S(=O)(=O)[O-] 3,5-di(β-hydroxyethoxycarbonyl)benzenesulfonic acid tetrabutylphosphonium salt